methyl 3-fluoro-4-[2-oxo-2-[3-[[[rac-(2S,3R,4R,5R)-2,3,4,5,6-pentahydroxyhexyl]amino]methyl]azetidin-1-yl]ethyl]benzoate FC=1C=C(C(=O)OC)C=CC1CC(N1CC(C1)CNC[C@@H]([C@H]([C@@H]([C@@H](CO)O)O)O)O)=O |r|